(S)-ethyl 6-(4-(tert-butoxycarbonyl)-2-methylpiperazin-1-yl)-2-chloro-5-nitropyrimidine-4-carboxylate C(C)(C)(C)OC(=O)N1C[C@@H](N(CC1)C1=C(C(=NC(=N1)Cl)C(=O)OCC)[N+](=O)[O-])C